C(C1=CC=CC=C1)OC(=O)N[C@@H](CC(=O)OC)C(=O)N(C)C1=CC=C(C=C1)F (S)-methyl 3-(benzyloxycarbonylamino)-4-((4-fluorophenyl)-(methyl)amino)-4-oxobutanoate